tert-butyl 6-[[1-(2,6-dioxo-3-piperidyl)-3-methyl-2-oxo-benzimidazol-4-yl]methyl]-2,6-diazaspiro[3.3]heptane-2-carboxylate O=C1NC(CCC1N1C(N(C2=C1C=CC=C2CN2CC1(CN(C1)C(=O)OC(C)(C)C)C2)C)=O)=O